NC1=NC=NN2C1=NC=C2C=2C=C(C=CC2C)S(=O)(=O)N(CC2OCCC2)CC 3-(4-aminoimidazo[2,1-f][1,2,4]triazin-7-yl)-N-ethyl-4-methyl-N-((tetrahydrofuran-2-yl)methyl)benzenesulfonamide